cadmium cyclobutaneate C1(CCC1)C(=O)[O-].[Cd+2].C1(CCC1)C(=O)[O-]